N-(1-(3-fluoropropyl)azetidin-3-yl)-5-methoxy-6-((6S,8R)-8-methyl-7-(2,2,2-trifluoroethyl)-6,7,8,9-tetrahydro-3H-pyrazolo[4,3-f]isoquinolin-6-yl)pyridin-3-amine FCCCN1CC(C1)NC=1C=NC(=C(C1)OC)[C@H]1N([C@@H](CC2=C3C(=CC=C12)NN=C3)C)CC(F)(F)F